5,5-difluorooxazolidine-2,4-dione FC1(C(NC(O1)=O)=O)F